N-(3-(3,4-DIHYDROQUINOLIN-1(2H)-YL)PHENYL)-6-(TRIFLUOROMETHYL)PYRIDINE-3-SULFONAMIDE N1(CCCC2=CC=CC=C12)C=1C=C(C=CC1)NS(=O)(=O)C=1C=NC(=CC1)C(F)(F)F